tert-butyl-4-methyl-2-[methyl-[3-[[3-(5-methyl-1,2,4-oxadiazol-3-yl)benzoyl]amino]azetidine-1-carbonyl]amino]thiazole C(C)(C)(C)C1=C(N=C(S1)N(C(=O)N1CC(C1)NC(C1=CC(=CC=C1)C1=NOC(=N1)C)=O)C)C